N-((1r,3r)-3-((8-cyanoquinolin-5-yl)oxy)-2,2,4,4-tetramethylcyclobutyl)-3-fluoro-4-(2-oxo-7-azaspiro[3.5]nonan-7-yl)benzamide C(#N)C=1C=CC(=C2C=CC=NC12)OC1C(C(C1(C)C)NC(C1=CC(=C(C=C1)N1CCC2(CC(C2)=O)CC1)F)=O)(C)C